(+)-1,1-bis(4-methoxyphenyl)-3-methyl-1,2-butanediamine COC1=CC=C(C=C1)C(C(C(C)C)N)(N)C1=CC=C(C=C1)OC